FC=1C=C(OCCCC2CCN(CC2)C(=O)OC(C)(C)C)C=CC1CC(=O)OC tert-butyl 4-(3-(3-fluoro-4-(2-methoxy-2-oxoethyl)phenoxy)propyl)piperidine-1-carboxylate